NC1=NC2=C(N1)C=CC(=C2)NC(=O)C2=C(C=C(C(=C2)C=2SC=CC2)OC)C=2C(=CC=1C3=C(COC1C2)C(=C(S3)C)C)C(=O)OC methyl 7-(2-((2-amino-1H-benzo[d]imidazol-5-yl)carbamoyl)-5-methoxy-4-(thiophen-2-yl)phenyl)-2,3-dimethyl-4H-thieno[3,2-c]chromene-8-carboxylate